1,6-bis(methoxymethyl)adamantane COCC12CC3CC(C(C(C1)C3)COC)C2